C2-octyl-dodecanol stearate C(CCCCCCCCCCCCCCCCC)(=O)OCC(CCCCCCCCCC)CCCCCCCC